2-(((2-(2-(2,6-dioxopiperidin-3-yl)-1-oxoisoindolin-5-yl)pyridin-4-yl)methyl)amino)acetamide O=C1NC(CCC1N1C(C2=CC=C(C=C2C1)C1=NC=CC(=C1)CNCC(=O)N)=O)=O